4-(2-(6-chloro-4-((methyl-d3)amino)nicotinoyl)hydrazine-1-carbonyl)cyclohexane-1-carboxylic acid ClC1=NC=C(C(=O)NNC(=O)C2CCC(CC2)C(=O)O)C(=C1)NC([2H])([2H])[2H]